C(C)(C)(CC(C)(C)C)SC#N tert-octyl thiocyanate